Cl\C=C/C(F)(F)F (Z)-1-chloro-3,3,3-trifluoro-1-propene